FC1=C(C=CC(=C1)F)S(/C=C/CNC(=O)C=1C(NC=2CCCCC2C1)=O)(=O)=N N-[(2E)-3-[(2,4-difluorophenyl)(imino)oxo-λ6-sulfanyl]prop-2-en-1-yl]-2-oxo-1,2,5,6,7,8-hexahydroquinoline-3-carboxamide